(6-(bis(4-methoxybenzyl)amino)-2-methyl-3-(trifluoromethyl)pyridin-4-yl)boronic acid COC1=CC=C(CN(C2=CC(=C(C(=N2)C)C(F)(F)F)B(O)O)CC2=CC=C(C=C2)OC)C=C1